7-bromo-4-hydroxythieno[3,2-c]pyridine BrC=1C2=C(C(=NC1)O)C=CS2